CN(C(C(=O)C1=CC=C(C=C1)N1CCOCC1)(CC)CC1=CC=C(C=C1)C)C 2-(dimethylamino)-2-[(4-methylphenyl)methyl]-1-[4-(4-morpholinyl)Phenyl]-1-butanone